(R)-4-Pyridin-3-yl-pyrrolidine N1=CC(=CC=C1)[C@H]1CCNC1